4-(1-methoxy-1,3-dioxopentan-2-yl)piperazine-1-carboxylic acid tert-butyl ester C(C)(C)(C)OC(=O)N1CCN(CC1)C(C(=O)OC)C(CC)=O